O1CCOC2=C1C=CC=C2C2=CC=C(C(=N2)OC)NC(CC2CCN(CC2)C)=O N-[6-(2,3-Dihydro-benzo[1,4]dioxin-5-yl)-2-methoxy-pyridin-3-yl]-2-(1-methyl-piperidin-4-yl)-acetamide